Cl.Cl.Cl.NC1=C2C(=NC=N1)N(N=C2C=2C=CC1=C(N=C(O1)N)C2)CC=2C=C1CCNCC1=CC2 5-(4-amino-1-((1,2,3,4-tetrahydroisoquinolin-6-yl)methyl)-1H-pyrazolo[3,4-d]pyrimidin-3-yl)benzo[d]oxazol-2-amine trisHCl